ClC1=C(C=C2C=C(N=CC2=C1)NC(=O)[C@@H]1[C@@H]([C@H]1C1=NC=CC=C1)C)N1CCN(CC1)[C@]1(COC[C@H]1O)C (1R,2R,3R)-N-(7-chloro-6-(4-((3S,4S)-4-hydroxy-3-methyltetrahydrofuran-3-yl)piperazin-1-yl)isoquinolin-3-yl)-2-methyl-3-(pyridin-2-yl)cyclopropane-1-carboxamide